OC=1C2=C(N(C(C1C(=O)OCC)=O)C)CC[C@H]2C ethyl (5R)-4-hydroxy-1,5-dimethyl-2-oxo-6,7-dihydro-5H-cyclopenta[b]pyridine-3-carboxylate